ClC=1C=NC=C(C1NC(C1=CC(=C(C=C1)OC(F)F)OCCCCCN1CCC(CC1)C1=C2CN(C(C2=CC(=C1)F)=O)C1C(NC(CC1)=O)=O)=O)Cl N-(3,5-Dichloropyridin-4-yl)-4-(difluoromethoxy)-3-((5-(4-(2-(2,6-dioxopiperidin-3-yl)-6-fluoro-1-oxoisoindolin-4-yl)piperidin-1-yl)pentyl)oxy)benzamide